2-(4-Cyano-phenoxy)-N-(5,6-dimethoxy-benzooxazol-2-yl)-2-[4-(2-methoxy-ethoxy)-phenyl]-acetamide C(#N)C1=CC=C(OC(C(=O)NC=2OC3=C(N2)C=C(C(=C3)OC)OC)C3=CC=C(C=C3)OCCOC)C=C1